(4-(1-(2,2-Difluoroethyl)-2-(trifluoromethyl)-1H-imidazo[4,5-c]pyridin-4-yl)-2-fluorophenyl)-(2,2-difluoromorpholin-4-yl)methanon FC(CN1C(=NC=2C(=NC=CC21)C2=CC(=C(C=C2)C(=O)N2CC(OCC2)(F)F)F)C(F)(F)F)F